C1(CC1)C=1OC=C(N1)C1=CC(=NC=C1)N(C(=O)[C@@H]1CC[C@H](CC1)C(=O)O)C[C@@H]1CC[C@H](CC1)C1=CC(=C(C=C1)OC)C trans-4-((4-(2-Cyclopropyloxazol-4-yl)pyridine-2-yl)((trans-4-(4-methoxy-3-methylphenyl)cyclohexyl)methyl)carbamoyl)cyclohexanecarboxylic acid